ClC1=C(C=C(C(=C1)F)OC)C1=CC=2NC(N(C(C2S1)=O)C1=C2C(=CN=C1)N(N=C2C)COCC[Si](C)(C)C)=O 6-(2-chloro-4-fluoro-5-methoxyphenyl)-3-(3-methyl-1-((2-(trimethylsilyl)ethoxy)methyl)-1H-pyrazolo[3,4-c]pyridin-4-yl)thieno[3,2-d]pyrimidine-2,4(1H,3H)-dione